CC(C)(C)[S@@](=O)NC1C2(CC3=CC=CC=C13)CCC(CC2)C=2C=NC(=CC2)SC2=C(C(=NC=C2)Cl)Cl (R)-2-methyl-N-[(1s,4s)-4-{6-[(2,3-dichloropyridin-4-yl)sulfanyl]Pyridin-3-yl}-1',3'-dihydro-spiro[cyclohexane-1,2'-indene]-3'-yl]Propane-2-sulfinamide